4-cyclohexanedimethanol succinate C(CCC(=O)O)(=O)O.C1(CCC(CC1)CO)CO